C#CC#CC#C 1,3,5-hexanetriyne